(S)-2-((((9H-fluoren-9-yl)methoxy)carbonyl)amino)-3-(4-(1-(tert-butoxycarbonyl)-5-(3-methoxypropoxy)-1H-indol-3-yl)phenyl)propanoic acid C1=CC=CC=2C3=CC=CC=C3C(C12)COC(=O)N[C@H](C(=O)O)CC1=CC=C(C=C1)C1=CN(C2=CC=C(C=C12)OCCCOC)C(=O)OC(C)(C)C